tert-butyl (S)-2-methyl-4-(2-methylisonicotinoyl)piperazine-1-carboxylate C[C@@H]1N(CCN(C1)C(C1=CC(=NC=C1)C)=O)C(=O)OC(C)(C)C